2-(benzothien-3-yl)ethylamine hydrochloride Cl.S1C=C(C2=C1C=CC=C2)CCN